C(C)C=CC(=O)O β-ethyl-acrylic acid